p-nitrobenzenesulfonyl (nosylate) S(=O)(=O)(OS(=O)(=O)C1=CC=C(C=C1)[N+](=O)[O-])C1=CC=C([N+](=O)[O-])C=C1